methyl 2-{[(3-bromophenyl) (phenyl)methyl] amino}-5-methoxy-1-methyl-6-oxo-1,6-dihydropyrimidine-4-carboxylate BrC=1C=C(C=CC1)C(C1=CC=CC=C1)NC=1N(C(C(=C(N1)C(=O)OC)OC)=O)C